4,5-dimethyl-N-(3-(N-methyl-N-phenylsulfamoyl)phenyl)thiophene-2-carboxamide CC=1C=C(SC1C)C(=O)NC1=CC(=CC=C1)S(N(C1=CC=CC=C1)C)(=O)=O